FC(OC1C(C2=CC=CC=C2CC1)=O)(F)F 2-(trifluoromethoxy)-3,4-dihydronaphthalen-1(2H)-one